3-[5-(4-{2-oxaspiro[4.5]decan-8-yl}piperazin-1-yl)-1H-pyrrolo[3,2-b]pyridin-3-yl]-1-[4-(trifluoromethyl)phenyl]urea C1OCCC12CCC(CC2)N2CCN(CC2)C2=CC=C1C(=N2)C(=CN1)NC(NC1=CC=C(C=C1)C(F)(F)F)=O